7-chloro-1-(1H-imidazol-2-yl)quinazolin-2,4(1H,3H)-dione ClC1=CC=C2C(NC(N(C2=C1)C=1NC=CN1)=O)=O